C(C1=C(C(=CC(=C1)CCCCCCCCC)C(C1=CC=CC=C1)C)O)C1=C(C(=CC(=C1)CCCCCCCCC)C(C1=CC=CC=C1)C)O 2,2'-methylene-bis-(6-(α-methylbenzyl)-4-nonylphenol)